ClC=1C=C(C=CC1[N+](=O)[O-])N1C(OC(C1)C(=O)NC=1C=NC(=CC1)C#N)C(F)(F)F 3-(3-Chloro-4-nitrophenyl)-N-(6-cyanopyridin-3-yl)-2-(trifluoromethyl)oxazolidin-5-carboxamid